OCCOC1=C(C(=O)[O-])C=CC=C1 (2-hydroxyethoxy)benzoate